N2-[7-chloro-8-[rel-(2S)-2-methyl-2,3,4,7-tetrahydro-1H-azepin-5-yl]chroman-6-yl]-N4,6-dimethyl-pyrimidine-2,4-diamine ClC1=C(C=C2CCCOC2=C1C=1CC[C@@H](NCC1)C)NC1=NC(=CC(=N1)NC)C |o1:14|